ClC1=NC=CC(=C1)N1C2=NC(=NC(=C2N=C1)N/N=C/C1=CC(=CC=C1)C)N1CCOCC1 (E)-4-(9-(2-chloropyridin-4-yl)-6-(2-(3-methylbenzylidene)hydrazinyl)-9H-purin-2-yl)morpholine